(R)-2-(6-(2-(2-chloro-5-(trifluoromethoxy)benzyl)-2H-tetrazol-5-yl)pyridin-2-yl)-2-hydroxy-propane-1-sulfonamide ClC1=C(CN2N=C(N=N2)C2=CC=CC(=N2)[C@@](CS(=O)(=O)N)(C)O)C=C(C=C1)OC(F)(F)F